[6-[[4-methylsulfonyl-3-(trifluoromethyl)phenyl]methyl]-2-azaspiro[3.3]heptan-2-yl]-[6-[6-(trifluoromethyl)-3-pyridyl]-2-azaspiro[3.3]heptan-2-yl]methanone CS(=O)(=O)C1=C(C=C(C=C1)CC1CC2(CN(C2)C(=O)N2CC3(C2)CC(C3)C=3C=NC(=CC3)C(F)(F)F)C1)C(F)(F)F